C(CCC)(=O)OC(CC1=CC=CC=C1)(C)C 2-methyl-1-phenylpropan-2-yl butanoate